1,3,5-trifluoro-2-(prop-1-en-2-yl)benzene FC1=C(C(=CC(=C1)F)F)C(=C)C